C(C1=CC=CC=C1)=C1N=C(OC1=O)C=CC1=CC=CC=C1 benzylidene-2-styryl-oxazol-5(4H)-one